C(OC1=C(C=C(C=C1)[N+](=O)[O-])C[C@H](CC)C)([O-])=O (S)-2-methylbutyl(4-nitrophenyl) carbonate